N-(2-bromo-4-(perfluoropropan-2-yl)-6-(trifluoromethyl)phenyl)-2-fluoro-3-((hydroxy)(pyridine-3-carbonyl)amino)benzamide BrC1=C(C(=CC(=C1)C(C(F)(F)F)(C(F)(F)F)F)C(F)(F)F)NC(C1=C(C(=CC=C1)N(C(=O)C=1C=NC=CC1)O)F)=O